C(C)(C)(C)NS(=O)(=O)C1=CC=C(C=C1)C#N N-(tert-butyl)-4-cyanobenzenesulfonamide